CN1CC2=NC3=C(C=C(N=C3N2CC1)N1N=C(C=C1)C=1C=C(C=CC1)C)N1CCOCC1 2-methyl-8-morpholino-6-[3-(m-tolyl)-1-pyrazolyl]-1,2,3,4-tetrahydro-2,4a,5,9-tetraazafluorene